ClC=1C=CC(=NC1)NNC(=O)NC(=O)C1=NC=C(C=C1)F N-{[2-(5-Chloropyridin-2-yl)hydrazino]Carbonyl}-5-fluoropyridine-2-carboxamide